FC(S(=O)(=O)[O-])(F)F.C(C)N1C=[N+](C=C1)C 1-Ethyl-3-Methylimidazolium TrifluoroMethaneSulfonate